2-(3,5-dichloro-4-(2-fluoro-4-hydroxy-3-isopropylbenzyl)phenoxy)acetic acid ClC=1C=C(OCC(=O)O)C=C(C1CC1=C(C(=C(C=C1)O)C(C)C)F)Cl